C1(=CC=CC=2C3=CC=CC=C3CC12)COC(=O)N[C@@H](CCC)C(=O)O N-fluorenylmethoxycarbonyl-L-norvaline